3-(3-chlorophenyl)-1,2,4-oxadiazol-5(4H)-one ClC=1C=C(C=CC1)C1=NOC(N1)=O